(2R,3S)-2-amino-3-(3-fluoro-4-nitrophenyl)-1-{5-methyl-2,5-diazabicyclo[4.1.0]heptan-2-yl}butan-1-one N[C@@H](C(=O)N1C2CC2N(CC1)C)[C@@H](C)C1=CC(=C(C=C1)[N+](=O)[O-])F